(2S)-2-(tert-butoxycarbonylamino)-3-hydroxy-propionic acid C(C)(C)(C)OC(=O)N[C@H](C(=O)O)CO